2,4,6-trinitrophenol [N+](=O)([O-])C1=C(C(=CC(=C1)[N+](=O)[O-])[N+](=O)[O-])O